1-methyl-3,5,7-trihydroxy-1-germaadamantane C[Ge]12CC3(CC(CC(C1)(C3)O)(C2)O)O